S-(4-amino-2-chlorophenyl) benzothioate C(C1=CC=CC=C1)(SC1=C(C=C(C=C1)N)Cl)=O